6-[8-(1,3-benzothiazol-2-ylcarbamoyl)-3,4-dihydroisoquinolin-2(1H)-yl]-3-[1-(3,4-dihydro-2H-chromen-4-yl)-1H-pyrazol-4-yl]pyridine-2-carboxylic acid S1C(=NC2=C1C=CC=C2)NC(=O)C=2C=CC=C1CCN(CC21)C2=CC=C(C(=N2)C(=O)O)C=2C=NN(C2)C2CCOC1=CC=CC=C21